BrC1=C(C=C2C(=CN=NC2=C1)NCC1=C(C=C(C=C1)OC)OC)F 7-bromo-N-[(2,4-dimethoxyphenyl)methyl]-6-fluorocinnolin-4-amine